The molecule is l-Phenylalaninamide substituted at the amide nitrogen by a 1-(dihydroxyboranyl)-3-methylbutyl group and at N(alpha) by a pyrazin-2-ylcarbonyl group. It is a dipeptidyl boronic acid that reversibly inhibits the 26S proteasome. It has a role as an antineoplastic agent, a proteasome inhibitor, a protease inhibitor and an antiprotozoal drug. It is an amino acid amide, a member of pyrazines and a L-phenylalanine derivative. It derives from a boronic acid. B([C@H](CC(C)C)NC(=O)[C@H](CC1=CC=CC=C1)NC(=O)C2=NC=CN=C2)(O)O